NC=1C(=NC=C(N1)N1CCC(CC1)(C)CN)SC1=C2C(C(NC2=CC=C1)=O)=O 4-((3-amino-5-(4-(aminomethyl)-4-methylpiperidin-1-yl)pyrazin-2-yl)thio)indoline-2,3-dione